C(CC(C)(O)C(=O)O)(=O)O.C(CCC)(O)O butandiol citramalate